FC(F)(F)C1C(=O)OC(C1)=O trifluoromethylsuccinic acid anhydride